C(C)(C)(C)ON[C@@H]([C@H](O)C)C(=O)O (tert-butoxy)-threonine